N-Ethyl-N-methylpyrrolidinium C(C)[N+]1(CCCC1)C